COC1=CC=C(C=C1)CN1CC2=NC=CC=C2C1=O 6-[(4-methoxyphenyl)methyl]-7H-pyrrolo[3,4-b]pyridin-5-one